bis(2,3-dimercaptopropionyl) disulfide SC(C(=O)SSC(C(CS)S)=O)CS